ClC1=NC=C(C(=N1)Cl)CS(=O)(=O)C1CC1 2,4-dichloro-5-((cyclopropylsulfonyl)methyl)pyrimidine